CO[C@]1(CCNCC12CCCC2)CN2C=NC(=CC2=O)C2=C(C=CC=C2)OC (S)-3-((10-Methoxy-7-azaspiro[4.5]decan-10-yl)methyl)-6-(2-methoxyphenyl)pyrimidin-4(3H)-one